N-(8-cyano-7-methoxy-2-methyl-imidazo[1,2-a]pyridin-6-yl)-4-[4-(cyclopropylamino)-1-piperidyl]-6-fluoro-2-methyl-indazole-7-carboxamide C(#N)C=1C=2N(C=C(C1OC)NC(=O)C1=C(C=C(C3=CN(N=C13)C)N1CCC(CC1)NC1CC1)F)C=C(N2)C